[BH4-].[Na+].OC=1C=C(C(=O)OC(C)(C)C)C=CC1CO tert-butyl 3-hydroxy-4-(hydroxymethyl)benzoate Sodium borohydride